C1(CCC1)[C@H](C1=CC=2N(N=C1)C=C(N2)[C@@H](NC(=O)C2=CC=NN2C([2H])([2H])[2H])C2CCC(CC2)(F)F)NC(CCC(F)(F)F)=O |o1:4| N-((S)-(7-((R*)-Cyclobutyl(4,4,4-trifluorobutanamido)methyl)imidazo[1,2-b]pyridazin-2-yl)(4,4-difluorocyclohexyl)methyl)-1-(methyl-d3)-1H-pyrazole-5-carboxamide